BrC1=CC=C(C=C1)C1(C(C1C)F)CCC(=O)OC methyl 3-(1-(4-bromophenyl)-2-fluoro-3-methylcyclopropyl)propanoate